Cl.N[C@H](C)C1=C(C=C(C=C1)C1=CC(=NC=C1)NC(=O)C1CC1)Cl (R)-N-(4-(4-(1-aminoethyl)-3-chlorophenyl)pyridin-2-yl)cyclopropanecarboxamide hydrochloride